1,3-Dioxo-2-[3-(1H-tetrazol-5-yl)-1,1'-biphenyl-4-yl]-2,3-dihydro-1H-isoindole-5-carboxylic acid O=C1N(C(C2=CC(=CC=C12)C(=O)O)=O)C1=C(C=C(C=C1)C1=CC=CC=C1)C1=NN=NN1